2-tert-butylPhenyl-9,10-bis(naphthalen-2-yl)anthracene C(C)(C)(C)C1=C(C=CC=C1)C1=CC=CC2=C(C3=CC=CC=C3C(=C12)C1=CC2=CC=CC=C2C=C1)C1=CC2=CC=CC=C2C=C1